N1C=C(C2=NC=CC=C21)C=O 1H-pyrrolo[3,2-b]pyridine-3-carboxaldehyde